OCCNC=1C=C(C=C(C1C)C)NCCO 2-({3-[(2-Hydroxyethyl)amino]-4,5-dimethylphenyl}amino)ethanol